3,4-dichloro-N-(6-(3,3-dimethylbutyl)-6-azaspiro[2.5]oct-1-yl)benzamide ClC=1C=C(C(=O)NC2CC23CCN(CC3)CCC(C)(C)C)C=CC1Cl